1,4-bis(trihydroxysilyl)benzene O[Si](C1=CC=C(C=C1)[Si](O)(O)O)(O)O